3-((2-hexyldecanoyl)oxy)-2-(9-(4-hydroxybutyl)-3,9-diazaspiro[5.5]undecan-3-yl)propyl palmitate C(CCCCCCCCCCCCCCC)(=O)OCC(COC(C(CCCCCCCC)CCCCCC)=O)N1CCC2(CC1)CCN(CC2)CCCCO